2,3-Dibromo-1,4-butanediol BrC(CO)C(CO)Br